(2',5'-diphenyl-biphenyl-4-yl)-(4-naphthalene-1-yl-phenyl)-amine C1(=CC=CC=C1)C1=C(C=C(C=C1)C1=CC=CC=C1)C1=CC=C(C=C1)NC1=CC=C(C=C1)C1=CC=CC2=CC=CC=C12